3-(5-((((S)-3-methylpiperidin-3-yl)amino)methyl)-1-oxoisoindolin-2-yl)piperidine-2,6-dione C[C@]1(CNCCC1)NCC=1C=C2CN(C(C2=CC1)=O)C1C(NC(CC1)=O)=O